3-benzoyl-1-((2R,3R,4S,5R)-4-((tert-butyldimethylsilyl)oxy)-5-(hydroxymethyl)-3-propyltetrahydrofuran-2-yl)pyrimidine-2,4(1H,3H)-dione C(C1=CC=CC=C1)(=O)N1C(N(C=CC1=O)[C@@H]1O[C@@H]([C@H]([C@H]1CCC)O[Si](C)(C)C(C)(C)C)CO)=O